1-chloro-3-(cinnamoyl)benzene ClC1=CC(=CC=C1)C(C=CC1=CC=CC=C1)=O